rac-(1R,2R,3S)-2-((benzyloxy)carbonyl)-3-(3-bromo-4-(trifluoromethyl)phenyl)cyclohexane-1-carboxylic acid C(C1=CC=CC=C1)OC(=O)[C@H]1[C@@H](CCC[C@@H]1C1=CC(=C(C=C1)C(F)(F)F)Br)C(=O)O |r|